5-(3-((2-ethylhexyl)oxy)-2-hydroxypropoxy)phenol C(C)C(COCC(COC=1C=CC=C(C1)O)O)CCCC